N-((1-((2-(3,5-dichloro-phenyl)-6-((2-(4-(2-hydroxy-2-methyl-propyl)piperazin-1-yl)pyrimidin-5-yl)oxy)pyridin-4-yl)methyl)piperidin-4-yl)methyl)acetamide ClC=1C=C(C=C(C1)Cl)C1=NC(=CC(=C1)CN1CCC(CC1)CNC(C)=O)OC=1C=NC(=NC1)N1CCN(CC1)CC(C)(C)O